C(C)N(S(=O)(=O)C=1C=NC=C(C(=O)N)C1)[C@@H](C(F)(F)F)C1=CC=C(C=C1)F (R)-5-(N-ethyl-N-(2,2,2-trifluoro-1-(4-fluorophenyl)ethyl)sulfamoyl)nicotinamide